6-chloro-N-(2,2-difluorocyclohexyl)-2-(4-methylthiazol-2-yl)pyrimidin-4-amine ClC1=CC(=NC(=N1)C=1SC=C(N1)C)NC1C(CCCC1)(F)F